Pyridin-3-ylmethyl (2-amino-5-(thiophen-2-yl)phenyl)carbamate NC1=C(C=C(C=C1)C=1SC=CC1)NC(OCC=1C=NC=CC1)=O